4-(4-(1-Methyl-1H-pyrazol-5-yl)-7-(1H-pyrazol-5-yl)imidazo[1,5-b]pyridazin-2-yl)morpholine CN1N=CC=C1C=1C=2N(N=C(C1)N1CCOCC1)C(=NC2)C2=CC=NN2